CCCCC(CCCC)C1=CC(=NC=C1)C1=NC=CC(=C1)C(CCCC)CCCC 4,4'-di-5-nonyl-2,2'-bipyridine